N-(5,6-Dimethoxy-benzothiazol-2-yl)-2-(4-ethanesulfonyl-phenyl)-2-(2-methoxy-ethoxy)-acetamide COC=1C(=CC2=C(N=C(S2)NC(C(OCCOC)C2=CC=C(C=C2)S(=O)(=O)CC)=O)C1)OC